FC1=C(OC2=C(C(=O)N)C=CC=N2)C=CC(=C1)CC(=O)NC=1SC(=C(N1)C=1C=NC(=NC1)C(C)(C)O)C 2-(2-fluoro-4-(2-((4-(2-(2-hydroxypropan-2-yl)pyrimidin-5-yl)-5-methylthiazol-2-yl)amino)-2-oxoethyl)phenoxy)nicotinamide